3-[4-amino-5-(trifluoromethyl)pyrrolo[2,1-f][1,2,4]triazin-7-yl]-N-[(3R,4S)-1-(3,3-difluorocyclopentanecarbonyl)-4-fluoropyrrolidin-3-yl]-2,6-difluorobenzamide NC1=NC=NN2C1=C(C=C2C=2C(=C(C(=O)N[C@@H]1CN(C[C@@H]1F)C(=O)C1CC(CC1)(F)F)C(=CC2)F)F)C(F)(F)F